FC1(CN(C1)C1=NC=C(C=N1)C1=C(N=C(S1)N)C=1OC2=C(C1C)C=C(C=C2)F)F (2-(3,3-difluoroazetidin-1-yl)pyrimidin-5-yl)-4-(5-fluoro-3-methylbenzofuran-2-yl)thiazol-2-amine